(((7-((2R,3R,4S,5R)-2-cyano-4-(2-cyclohexylacetoxy)-3-hydroxy-5-(hydroxymethyl)tetrahydrofuran-2-yl)pyrrolo[2,1-f][1,2,4]triazin-4-yl)carbamoyl)oxy)methyl pivalate C(C(C)(C)C)(=O)OCOC(NC1=NC=NN2C1=CC=C2[C@@]2(O[C@@H]([C@H]([C@H]2O)OC(CC2CCCCC2)=O)CO)C#N)=O